[4-(4-hydroxyphenyl)thiazol-2-yl]-3-methyl-1H-pyrazol-5-ol OC1=CC=C(C=C1)C=1N=C(SC1)N1N=C(C=C1O)C